Cl[Si](C1C=CC2=CC=3CCCC3C=C12)(C)C Chlorodimethyl-(1,5,6,7-tetrahydro-s-indacenyl)silane